tert-butyl-dimethyl-[[4-(4,4,5,5-tetramethyl-1,3,2-dioxaborolan-2-yl)-2-naphthyl]oxy]silane C(C)(C)(C)[Si](OC1=CC2=CC=CC=C2C(=C1)B1OC(C(O1)(C)C)(C)C)(C)C